4-[(4-hydroxyphenoxy)methoxy]phenol OC1=CC=C(OCOC2=CC=C(C=C2)O)C=C1